7-cyano-4-((3,4-dimethoxybenzyl)amino)-N-(3-hydroxy-3-methylbutyl)-5H-pyrido[3,2-b]indole-3-carboxamide C(#N)C=1C=CC=2C3=C(NC2C1)C(=C(C=N3)C(=O)NCCC(C)(C)O)NCC3=CC(=C(C=C3)OC)OC